COC=1C=C(C=C(C1)OC)N1C(CN(C(C1)=O)C(COC)=O)=O (3,5-dimethoxyphenyl)-4-(2-methoxyacetyl)piperazine-2,5-dione